[phenyl]-4,6-bis(2,4-dimethylphenyl)-1,3,5-triazine C1(=CC=CC=C1)C1=NC(=NC(=N1)C1=C(C=C(C=C1)C)C)C1=C(C=C(C=C1)C)C